tert-Butyl 4-(5-((6-(3,5-dichlorophenyl)-4-((4-(((methoxycarbonyl)amino)methyl)piperidin-1-yl)methyl)pyridin-2-yl)oxy)pyrimidin-2-yl)piperazine-1-carboxylate ClC=1C=C(C=C(C1)Cl)C1=CC(=CC(=N1)OC=1C=NC(=NC1)N1CCN(CC1)C(=O)OC(C)(C)C)CN1CCC(CC1)CNC(=O)OC